O[C@@]12[C@@](OC=3C=NC=C(C31)OC)(C([C@H]([C@H]2O)CN2CCCCC2)C2=CC=CC=C2)C2=CC=C(C#N)C=C2 4-((4bS,5R,6S,7aR)-4b,5-dihydroxy-4-methoxy-7-phenyl-6-(piperidin-1-ylmethyl)-4b,5,6,7-tetrahydro-7aH-cyclopenta[4,5]furo[2,3-c]pyridin-7a-yl)benzonitrile